C1(CCC1)N1N=C(C(=C1)C1=CN=C2N1C=CN=C2NC2=CC(=C(C(=O)NCCOCCN1CCCC1)C=C2)CC)C(F)(F)F 4-((3-(1-cyclobutyl-3-(trifluoromethyl)-1H-pyrazol-4-yl)imidazo[1,2-a]pyrazin-8-yl)amino)-2-ethyl-N-(2-(2-(pyrrolidin-1-yl)ethoxy)ethyl)benzamide